N-[3-chloro-2-methyl-4-(1,2,3,6-tetrahydro-pyridin-4-yl)-phenyl]-3-fluoro-4-(1,2,3,6-tetrahydro-pyridin-4-yl)-benzamide ClC=1C(=C(C=CC1C=1CCNCC1)NC(C1=CC(=C(C=C1)C=1CCNCC1)F)=O)C